ClC1=C(C=2N=C(N=C(C2C(=N1)C)N1C[C@@H](CC1)O)OC[C@]12CCCN2C[C@@H](C1)F)F (R)-1-(7-chloro-8-fluoro-2-(((2R,7aS)-2-fluorotetrahydro-1H-pyrrolizin-7a(5H)-yl)methoxy)-5-methylpyrido[4,3-d]pyrimidine-4-yl)pyrrolidin-3-ol